1-(Benzo[b]thiophen-7-yl)cyclopropanamine S1C2=C(C=C1)C=CC=C2C2(CC2)N